FC(C=1C=CC(=NC1)OC1CN(CC1)C1=C(C(=O)N)C=CC=C1)(F)F 2-(3-(5-(trifluoromethyl)pyridin-2-yloxy)pyrrolidin-1-yl)benzamide